(3-(4-(4-(quinoxalin-2-yl)-1H-pyrazol-1-yl)piperidin-1-yl)phenyl)methanol N1=C(C=NC2=CC=CC=C12)C=1C=NN(C1)C1CCN(CC1)C=1C=C(C=CC1)CO